ClC=1C(=NC(=NC1)NC1=C(C=C(C=C1)N1CCC(CC1)N1CCNCC1)OC)NC1=C(C=C(C=C1)OC)N(S(=O)(=O)C)C N-[2-[[5-chloro-2-[2-methoxy-4-(4-piperazin-1-yl-1-piperidyl)anilino]pyrimidin-4-yl]amino]-5-methoxyphenyl]-N-methyl-methanesulfonamide